ClC1=CN=C2N1C=C(C=C2C(=O)NC2=CC(=CC=C2)C2(CC(C2)C)C2=NN=CN2C)CNC2(CCC2)C 3-chloro-N-(3-((1s,3s)-3-methyl-1-(4-methyl-4H-1,2,4-triazol-3-yl)cyclobutyl)phenyl)-6-(((1-methylcyclobutyl)amino)methyl)imidazo[1,2-a]pyridine-8-carboxamide